[Ga]=S.[Na].[Ag] silver sodium gallium sulfide